NC1=CC(=C(CCN2[C@H](O[C@@H](C2=O)C)C=2C(=NN(C2)C2=CC=C(C=C2)F)C2=COC=C2)C=C1)F (2R,5R)-3-(4-amino-2-fluorophenethyl)-2-(1-(4-fluorophenyl)-3-(Furan-3-yl)-1H-pyrazol-4-yl)-5-methyloxazolidin-4-one